C(C)(C)(C)OC(=O)N1CCC(CC1)OC1=CC(=C(C=C1)Cl)Br 4-(3-bromo-4-chlorophenoxy)piperidine-1-carboxylic acid tert-butyl ester